N=1N(N=NC1)CCNCC1=CC=C(C=N1)C#CC1=CC=C(C=C1)C1=CC(=NO1)CN1C(=NC=C1)[C@H](C)O (S)-1-(1-((5-(4-((6-(((2-(2H-tetrazol-2-yl)ethyl)amino)methyl)pyridin-3-yl)ethynyl)phenyl)isoxazol-3-yl)methyl)-1H-imidazol-2-yl)ethan-1-ol